N-(4-(4-(2-methoxy-ethyl)piperidin-1-yl)-pyridin-2-yl)-5-(1H-pyrazol-4-yl)thiazolo-[5,4-b]pyridin-2-amine COCCC1CCN(CC1)C1=CC(=NC=C1)NC=1SC2=NC(=CC=C2N1)C=1C=NNC1